(2S,5S)-Methyl 5-hydroxy-1-(2,2,2-trifluoroacetyl)piperidine-2-carboxylate O[C@H]1CC[C@H](N(C1)C(C(F)(F)F)=O)C(=O)OC